3-(5-cyano-2-pyridinyl)-N-methyl-4-[[5-(trifluoromethyl)-2-pyridinyl]amino]benzenesulfonamide C(#N)C=1C=CC(=NC1)C=1C=C(C=CC1NC1=NC=C(C=C1)C(F)(F)F)S(=O)(=O)NC